FC=1C=C(C=C(C1[C@H]1N([C@@H](CN2C1=CC=1C=CC=CC21)C)CC(F)(F)F)F)C2N(CC2N)CCCF (3,5-difluoro-4-((1R,3R)-3-methyl-2-(2,2,2-trifluoroethyl)-1,2,3,4-tetrahydropyrazino[1,2-a]indol-1-yl)phenyl)-1-(3-fluoropropyl)azetidin-3-amine